C(C)(C)(C)[S@](=O)\N=C\C1CCN(CC1)C(=O)OC(C)(C)C tert-butyl 4-[(E)-[(S)-tert-butylsulfinyl]iminomethyl]piperidine-1-carboxylate